Methyl 3-(7,8-dimethoxy-4-oxobenzo[4,5]thieno[3,2-d]pyrimidin-3(4H)-yl)butanoate COC1=CC2=C(C=3N=CN(C(C3S2)=O)C(CC(=O)OC)C)C=C1OC